(Z)-trifluoro-methane FC(F)F